ClC=1C(N(N=CC1N[C@H]1CN(C[C@H](C1)C1=CC=C(C=C1)CCl)C)C)=O 4-chloro-5-[[(3R,5R)-5-[4-(chloromethyl)phenyl]-1-methyl-3-piperidyl]amino]-2-methyl-pyridazin-3-one